FC1=C(N)C=CC(=C1F)OC1(CC1)C 2,3-difluoro-4-(1-methylcyclopropoxy)aniline